dipentaerythritol diphosphite OP(O)OP(O)O.OCC(CO)(COCC(CO)(CO)CO)CO